FC1=CC=C(C=C1)N1C(=C(C2=CC(=CC=C12)OC)C#N)C(C)C 1-(4-fluorophenyl)-2-isopropyl-5-methoxy-indole-3-carbonitrile